C(C)(C)(C)OC(=O)N1C[C@@H](CCCC1)NCC#C (R)-3-(propargylamino)azepane-1-carboxylic acid tert-butyl ester